7-(benzylthio)-5-chloroimidazo[1,5-a]pyridine C(C1=CC=CC=C1)SC1=CC=2N(C(=C1)Cl)C=NC2